C1(CC1)C1=NC=C(C=N1)C=1C=C2C(=NC1)NC=C2C(=O)C=2C(=C(C(=CC2)F)NS(=O)(=O)CCC(F)(F)F)F N-(3-(5-(2-cyclopropylpyrimidin-5-yl)-1H-pyrrolo-[2,3-b]pyridine-3-carbonyl)-2,6-difluorophenyl)-3,3,3-trifluoro-propane-1-sulfonamide